tert-butyl N-[(3R)-7-(4-tert-butylpyrazol-1-yl)-5-[(4-chlorophenyl)methyl]-8-fluoro-4-oxo-2,3-dihydro-1,5-benzothiazepin-3-yl]carbamate C(C)(C)(C)C=1C=NN(C1)C=1C(=CC2=C(N(C([C@H](CS2)NC(OC(C)(C)C)=O)=O)CC2=CC=C(C=C2)Cl)C1)F